ClC1=CC(=CC=2C=NOB(C21)O)C2=NC=CC=C2N[C@@H](C)C=2C=C(C=C1C(C(=C(OC21)N2CCCCC2)C)=O)C 8-[(1S)-1-[[2-(8-chloro-1-hydroxy-2,3,1-benzoxazaborinin-6-yl)-3-pyridyl]amino]ethyl]-3,6-dimethyl-2-(1-piperidyl)chromen-4-one